6-[(5'S,7a'R)-5'-(3,5-difluorophenyl)-3'-oxotetrahydro-1H,3'H-spiro[piperidine-4,2'-pyrrolo[2,1-b][1,3]oxazol]-1-yl]pyrimidine-4-carboxamide FC=1C=C(C=C(C1)F)[C@@H]1CC[C@H]2OC3(C(N21)=O)CCN(CC3)C3=CC(=NC=N3)C(=O)N